Cl.CC1=C(C2=CC=CC=C2C=C1)O methyl-naphthol hydrochloride